N-[(3-fluoro-1-bicyclo[1.1.1]pentanyl)methyl]-1-[6-[(4-imidazo[1,5-a]pyridin-8-yltriazol-1-yl)methyl]-1H-pyrrolo[3,2-c]pyridin-2-yl]methanamine FC12CC(C1)(C2)CNCC2=CC=1C=NC(=CC1N2)CN2N=NC(=C2)C=2C=1N(C=CC2)C=NC1